FC=C(C(F)(F)F)C 1,3,3,3-tetrafluoro-2-methyl-1-propene